propyl-propylene glycol C(CC)C(C(C)O)O